9a-aza-benzo[cd]azulene-1-carboxylic acid (1H-[1,2,3]triazol-4-ylmethyl)-amide N1N=NC(=C1)CNC(=O)C1=CC2=C3C(C=CC=CN13)=CC=C2